C(C)(C)(C)OC(=O)N1CC=2N(CCC1)N=CC2C(=O)O 5-(tert-butoxycarbonyl)-5,6,7,8-tetrahydro-4H-pyrazolo[1,5-a][1,4]diazepine-3-carboxylic acid